COC1=CC=C(CN(C2=NC(=NN3C2=NC=C3C(C=3C=C(C(=NC3)N3[C@H](CN(CC3)C(=O)OC(C)(C)C)C)C)O)OCCCC)CC3=CC=C(C=C3)OC)C=C1 tert-butyl (3S)-4-(5-((4-(bis(4-methoxybenzyl)amino)-2-butoxyimidazo[2,1-f][1,2,4]triazin-7-yl)(hydroxy)methyl)-3-methylpyridin-2-yl)-3-methylpiperazine-1-carboxylate